C(#N)C=1C=C(C(=C2C3=C(NC12)CCCCC3)C=3CC(CCC3)NC(OC(C)(C)C)=O)F tert-butyl N-[3-(4-cyano-2-fluoro-5,6,7,8,9,10-hexahydro-cyclohepta[b]indol-1-yl)cyclohex-3-en-1-yl]carbamate